FC(C(=O)O)(F)F.CC1[C@](NCC1)(C(=O)N[C@@H](C)C1=CC=C(C=C1)C=1N(N=CC1)C)C(CC(C)C1=CC(=NO1)N1CC(C1)CC1CCNCC1)=O (2R)-3-methyl-2-[3-[[3-(4-piperidylmethyl)azetidin-1-yl]isoxazol-5-yl]butanoyl]-N-[(1S)-1-[4-(2-methylpyrazol-3-yl)phenyl]ethyl]pyrrolidine-2-carboxamide trifluoroacetate